N-(4-((4-(2-chloro-3,5-dimethoxy-phenyl)-8-((4-(4-ethylpiperazin-1-yl)phenyl)amino)-[1,2,4]triazolo[1',5':1,6]pyrido[2,3-d]pyrimidin-2-yl)methyl)phenyl)acrylamide ClC1=C(C=C(C=C1OC)OC)C1=CC=2C(=NC(=NC2)NC2=CC=C(C=C2)N2CCN(CC2)CC)N2C1=NC(=N2)CC2=CC=C(C=C2)NC(C=C)=O